N1C=C(C2=CC=CC=C12)CC=O 2-(1H-indol-3-yl)acetaldehyde